CC=1N=CSC1C1CC(CCC1)=O 3-(4-methylthiazol-5-yl)cyclohexan-1-one